1-(4-(2-(3,4-dimethoxyphenyl)-3-(2,2,2-trifluoroethyl)-1H-indol-5-yl)piperidin-1-yl)-3-(pyridin-3-yl)propan-1-one COC=1C=C(C=CC1OC)C=1NC2=CC=C(C=C2C1CC(F)(F)F)C1CCN(CC1)C(CCC=1C=NC=CC1)=O